CN(C=1C2=C(N=C(N1)N1CC(C1)OC(=O)C=1N=CSC1)CC[S@+]2[O-])C2CCOCC2 [1-[(5R)-4-[Methyl(tetrahydropyran-4-yl)amino]-5-oxido-6,7-dihydrothieno[3,2-d]pyrimidin-5-ium-2-yl]azetidin-3-yl]-thiazol-4-carboxylat